ClC1=C(C=CC=C1)[C@@H]([C@@H](C(=O)NC1=C(C=C(C=C1)[C@@H](C(=O)N(CC(F)(F)F)C)C)F)NC(=O)C1=CC=NN1CC)C(C)C N-((2S,3S)-3-(2-chlorophenyl)-1-((2-fluoro-4-((S)-1-(methyl(2,2,2-trifluoroethyl)amino)-1-oxopropan-2-yl)phenyl)amino)-4-methyl-1-oxopentan-2-yl)-1-ethyl-1H-pyrazole-5-carboxamide